tert-butyl (2-((benzo[d]thiazolylsulfonyl)methyl)pyrimidin-5-yl)carbamate S1C(=NC2=C1C=CC=C2)S(=O)(=O)CC2=NC=C(C=N2)NC(OC(C)(C)C)=O